NC1=NC(=C(C(=N1)N)C#N)N[C@@H](C)C1=CN(C2=NC(=CC=C21)Cl)C=2C=NC=CC2 (S)-2,4-diamino-6-((1-(6-chloro-1-(pyridin-3-yl)-1H-pyrrolo[2,3-b]pyridin-3-yl)ethyl)amino)pyrimidine-5-carbonitrile